4-[[2-(4-methyl-sulfanylphenyl)imidazo[1,2-a]pyrazin-3-yl]amino]-N-propan-2-ylbenzamide CC1=CC(=C(C=C1)C=1N=C2N(C=CN=C2)C1NC1=CC=C(C(=O)NC(C)C)C=C1)S